N1CC(C1)C=1C=NC=CC1OC 3-(azetidin-3-yl)-4-methoxypyridine